FC=1C=C(C=C2NC(C=3N(C12)N=CC3)=O)CO 9-fluoro-7-(hydroxymethyl)pyrazolo[1,5-a]quinoxalin-4(5H)-one